C(C)(C)N(C(C)C)P(=O)(N(C(C)C)C(C)C)C(C#N)C (bis(diisopropylamino)phosphinoyl)propionitrile